C1(=CC=CC=C1)NCC1=NC2=C(C=CC=C2C=C1)NS(=O)(=O)C1=CC=C(C=C1)C(F)(F)F N-(2-((Phenylamino)methyl)quinolin-8-yl)-4-(trifluoromethyl)benzenesulfonamide